N1(C=NC=C1)C1C(=C(C(CC1)(C)C)/C=C/C(=C/C=C/C(=C\C(SC1=CC=CC=C1)=O)/C)/C)C (2Z,4E,6E,8E)-S-phenyl 9-(3-(1H-imidazol-1-yl)-2,6,6-trimethylcyclohex-1-en-1-yl)-3,7-dimethylnona-2,4,6,8-tetraenethioate